(7-(4-(4-(tert-Butoxycarbonyl)piperazin-1-yl)phenyl)-6-methylimidazo[1,2-b]pyridazin-3-yl)quinoline-7-carboxylic acid methyl ester COC(=O)C1=CC=C2C=CC(=NC2=C1)C1=CN=C2N1N=C(C(=C2)C2=CC=C(C=C2)N2CCN(CC2)C(=O)OC(C)(C)C)C